NC1=NC(=NN1)CCCCCCCCCCCC1=NNC(=N1)N 3,3'-undecamethylenebis(5-amino-1H-1,2,4-triazole)